N-(2,3-dichlorophenyl)-3,8-diazabicyclo[3.2.1]Octane-8-carboxamide ClC1=C(C=CC=C1Cl)NC(=O)N1C2CNCC1CC2